C(#N)C=1C2=C(N(N=C2C=C(C1)C=1C=NN(C1)CC(=O)N(C)C)C)C1=CC(=C(C(=O)NCC2(CC2)F)C(=C1)OC)OC(F)F 4-[4-cyano-6-[1-[2-(dimethylamino)-2-oxoethyl]pyrazol-4-yl]-2-methylindazol-3-yl]-2-(difluoromethoxy)-N-[(1-fluorocyclopropyl)methyl]-6-methoxybenzamide